C(#N)C1=NC(=CN=C1F)F 2-cyano-3,6-difluoropyrazine